[W].[Pt].ClC1=C(C(=CC=C1)Cl)COC=1C=NC(=NC1)N1N=C(N=C1)C(=O)N 1-{5-[(2,6-dichlorophenyl)methoxy]pyrimidin-2-yl}-1,2,4-triazole-3-carboxamide platinum-tungsten